(E)-4-hydroxy-1-(4-(8-((3-methyl-4-((1-methyl-1H-benzo[d][1,2,3]triazol-5-yl)oxy)phenyl)amino)pyrimido[5,4-d]pyrimidin-2-yl)piperazin-1-yl)but-2-en-1-one OC/C=C/C(=O)N1CCN(CC1)C=1N=CC2=C(N1)C(=NC=N2)NC2=CC(=C(C=C2)OC2=CC1=C(N(N=N1)C)C=C2)C